COC=1C=C(SC1C(=O)OC)N1C(CN(CC1)C(=O)OC(C)(C)C)=O tert-butyl 4-[4-methoxy-5-(methoxycarbonyl) thiophen-2-yl]-3-oxopiperazine-1-carboxylate